ethyl 7-(spiro[3.5]nonan-6-yl)-5,6,7,8-tetrahydro-1,7-naphthyridine-3-carboxylate C1CCC12CC(CCC2)N2CCC=1C=C(C=NC1C2)C(=O)OCC